C1=C(C=CC2=CC=CC=C12)C1=CC=C2CCC3(C2=C1)CCC1=CC=C(C=C13)C1=CC3=CC=CC=C3C=C1 (R)-6,6'-bis(2-naphthyl)-1,1'-spirobiindan